FC=1C(=C(C=CC1F)[C@H]1[C@@H](O[C@]([C@H]1C)(C(F)(F)F)C)C(=O)NC=1C=C2C(=NC1)C(CC2)O)OC |o1:8,9,11,12| rel-(2R,3S,4S,5R)-3-(3,4-difluoro-2-methoxyphenyl)-N-(7-hydroxy-6,7-dihydro-5H-cyclopenta[b]pyridin-3-yl)-4,5-dimethyl-5-(trifluoromethyl)tetrahydrofuran-2-carboxamide